C1(CC1)NC(=O)C1=CC(=NN1CC1=CC(=CC=C1)OC)C(=O)NC N5-Cyclopropyl-1-(3-methoxybenzyl)-N3-methyl-1H-pyrazole-3,5-dicarboxamide